CC1(CCCCC1)S(=O)(=O)C1(CCCCC1)C 1-methylcyclohexyl sulfone